CNC(=O)C=1SC2=C(N1)CC1(CCNCC1)C2 N-methyl-4,6-dihydrospiro[cyclopenta[d]thiazole-5,4'-piperidine]-2-carboxamide